methyl 1-tert-butoxycarbonyl-4-oxo-3-piperidinecarboxylate C(C)(C)(C)OC(=O)N1CC(C(CC1)=O)C(=O)OC